1-(4-((3-chloro-1H-pyrrolo[2,3-b]pyridin-4-yl)oxy)-2-fluorophenyl)-3-(3-methyl-1-phenyl-1H-pyrazol-5-yl)urea ClC1=CNC2=NC=CC(=C21)OC2=CC(=C(C=C2)NC(=O)NC2=CC(=NN2C2=CC=CC=C2)C)F